2'-[(1-{3-[4-(dimethoxymethyl)piperidin-1-yl]benzenesulfonyl}piperidin-4-yl)amino]-7'-[(1R,3R)-3-(oxan-2-yloxy)cyclohexyl]spiro[cyclopropane-1,5'-pyrrolo[2,3-d]pyrimidin]-6'-one COC(C1CCN(CC1)C=1C=C(C=CC1)S(=O)(=O)N1CCC(CC1)NC=1N=CC2=C(N1)N(C(C21CC1)=O)[C@H]1C[C@@H](CCC1)OC1OCCCC1)OC